4-[2-(6-trifluoromethyl-imidazo[1,2-a]pyridin-3-yl)-pyrimidin-4-yl]-[1,4]diazepan-2-one FC(C=1C=CC=2N(C1)C(=CN2)C2=NC=CC(=N2)N2CC(NCCC2)=O)(F)F